ClN(C1CCC1)C1CCC1 N-chloro-di-cyclobutylamine